FC1=C(C=CC(=C1I)F)NS(=O)(=O)C1=CC(=C(C=C1)OC)OC N-(2,4-difluoro-3-iodophenyl)-3,4-dimethoxybenzenesulfonamide